[C@H]12CN(C[C@H](CC1)N2)C=2C1=C(N=C(N2)OCC23CCCN3CCC2)C(=C(N=C1)C1=C(C=CC2=CC=CC=C12)Cl)F 4-((1R,5S)-3,8-diazabicyclo[3.2.1]octan-3-yl)-7-(2-chloronaphthalen-1-yl)-8-fluoro-2-((tetrahydro-1H-pyrrolizin-7a(5H)-yl)methoxy)pyrido[4,3-d]pyrimidine